O=S1(C[C@@H](C=C1)NC(C1=C(N=C(C=C1)C1CCC(CC1)C(F)(F)F)OC)=O)=O N-((R)-1,1-dioxido-2,3-dihydrothiophen-3-yl)-2-methoxy-6-((1s,4S)-4-(trifluoromethyl)cyclohexyl)nicotinamide